N-[[(4,6-dimethoxy-2-pyrimidinyl)amino]-carbonyl]-1-methyl-4-(2-methyl-2H-tetrazol-5-yl)-1H-pyrazole-5-sulfonamide COC1=NC(=NC(=C1)OC)NC(=O)NS(=O)(=O)C1=C(C=NN1C)C=1N=NN(N1)C